2-((1-(tert-butyl)-2-oxo-2,3-dihydro-1H-pyrrolo[2,3-b]pyridin-3-yl)methyl)-5-chloronicotinic acid C(C)(C)(C)N1C(C(C=2C1=NC=CC2)CC2=C(C(=O)O)C=C(C=N2)Cl)=O